C(C)(C)C1=NC(=CC(=C1)NC1CCN(CC1)S(=O)(=O)C)N1N=CC=2C(=NC(=CC21)C=2C=NC=CC2OC)C 2-Isopropyl-6-(6-(4-methoxypyridin-3-yl)-4-methyl-1H-pyrazolo[4,3-c]pyridin-1-yl)-N-(1-(methylsulfonyl)piperidin-4-yl)pyridin-4-amine